5-hydroxy-N-((6-methylpyridin-3-yl)methyl)-1-phenyl-1H-pyrazole-3-carboxamide OC1=CC(=NN1C1=CC=CC=C1)C(=O)NCC=1C=NC(=CC1)C